BrC1=CC(=C2C=CN(C2=C1)CC1=CC=C(C=C1)F)NS(=O)(=O)C N-(6-bromo-1-(4-fluorobenzyl)-1H-indol-4-yl)methanesulfonamide